5-[4-[3-(methylthio)benzoylamino]phenyl]-1H-naphtho[1,2-b][1,4]diazepine CSC=1C=C(C(=O)NC2=CC=C(C=C2)N2C3=C(NCC=C2)C2=CC=CC=C2C=C3)C=CC1